BrC1=CC=CC=2NCCOC21 8-bromo-3,4-dihydro-2H-1,4-benzoxazine